ClC1=C(C=C(C=C1)F)C1NC(C2=C3C(=CC(=C12)NC(C1=CC(=CC(=C1)F)C(F)(F)F)=O)CNC(O3)=O)=O N-[7-(2-chloro-5-fluorophenyl)-2,9-dioxo-2,3,4,7,8,9-hexahydro[1,3]oxazino[6,5-e]isoindol-6-yl]-5-fluoro-3-(trifluoromethyl)benzamide